tert-Butyl 4-{[(6R)-2,2-difluoro-6-{2-[(2-methanesulfonylethyl)amino]-4-(methoxycarbonyl)phenyl}-7-azaspiro[3.5]nonan-7-yl]methyl}-5-methoxy-7-methylindole-1-carboxylate FC1(CC2(C1)C[C@@H](N(CC2)CC2=C1C=CN(C1=C(C=C2OC)C)C(=O)OC(C)(C)C)C2=C(C=C(C=C2)C(=O)OC)NCCS(=O)(=O)C)F